2,2,2-trifluoro-1-[8-(4-nitrophenyl)-2,8-diazaspiro[4.5]decan-2-yl]ethanone FC(C(=O)N1CC2(CC1)CCN(CC2)C2=CC=C(C=C2)[N+](=O)[O-])(F)F